3-[4-(2-ethoxyethoxy)phenyl]propanoate C(C)OCCOC1=CC=C(C=C1)CCC(=O)[O-]